CC1([C@@H]([C@H]1C=C(C)C)C(=O)OCN1C(C=2CCCCC2C1=O)=O)C (1,3,4,5,6,7-hexahydro-1,3-dioxo-2H-isoindol-2-yl)methyl (1R-trans)-2,2-dimethyl-3-(2-methylprop-1-enyl)cyclopropanecarboxylate